N-(3-((6-Chloropyridin-2-yl)methylcarbamoyl)thiophen-2-yl)-4-phenylpiperazine-1-carboxamide ClC1=CC=CC(=N1)CNC(=O)C1=C(SC=C1)NC(=O)N1CCN(CC1)C1=CC=CC=C1